COC1=C(OCCCO)C=C(C=C1)B1OC(C(O1)(C)C)(C)C 3-[2-methoxy-5-(tetramethyl-1,3,2-dioxaborolan-2-yl)phenoxy]propan-1-ol